C(C)C=1N=C(NC(C1)=O)C=1C(=C(CC2N(CCC(C2)C(=O)N)C2=NC3=C(C=CC=C3C=C2)C)C=CC1C(F)(F)F)F [3-(4-ethyl-6-oxo-1,6-dihydropyrimidin-2-yl)-2-fluoro-4-(trifluoromethyl)benzyl]-1-(8-methylquinolin-2-yl)piperidine-4-carboxamide